4-Bromo-7-nitro-2H-isoquinolin-1-one BrC1=CNC(C2=CC(=CC=C12)[N+](=O)[O-])=O